ClC1=C(CNC2=C(C=C(C=C2)OC)NC(C2=CC=C(C=C2)CC(C)C)=O)C=CC=C1 N-(2-((2-chlorobenzyl)amino)-5-methoxyphenyl)-4-isobutylbenzamide